(5R,7R)-5-fluoro-12-hydroxy-1,11-dioxo-N-(2,4,6-trifluorobenzyl)-1,4,5,6,7,11-hexahydro-3H-2,7-methanopyrido[1,2-a][1,4]diazonine-10-carboxamide F[C@@H]1CCN2C(C=3N([C@H](C1)C2)C=C(C(C3O)=O)C(=O)NCC3=C(C=C(C=C3F)F)F)=O